4-((2-(2-(2-(2-aminoethoxy)ethoxy)ethoxy)ethyl)sulfonyl)-1-oxoisoindolin NCCOCCOCCOCCS(=O)(=O)C1=C2CNC(C2=CC=C1)=O